BrCC=1N(C2=C(N1)SC(=C2)C(=O)OCC)CCOC ethyl 2-(bromomethyl)-1-(2-methoxyethyl)-1H-thieno[2,3-d]imidazole-5-carboxylate